4,4-dipropyl-6-p-bromophenyl-1,3,5-triazine C(CC)C1(NC=NC(=N1)C1=CC=C(C=C1)Br)CCC